C(C[C@@H]([C@@H](/C=C/C=C/C=C\\CC(=O)O)SC[C@@H](C(=O)O)N)O)CC(=O)O The molecule is an icosanoid that is leukotriene E3 in which the terminal octyl group is replaced by a carboxymethyl group. It is a L-cysteine thioether, an icosanoid, a secondary alcohol and a non-proteinogenic L-alpha-amino acid. It derives from a leukotriene E3.